CC1=CC=C(C=C1)S(=O)(=O)OCP(=O)(OC1=CC=CC=C1)OC1=CC=CC=C1 (diphenoxyphosphoryl)methyl 4-methylbenzenesulfonate